2-(2-cyano-6-fluorophenyl)acetic acid C(#N)C1=C(C(=CC=C1)F)CC(=O)O